NC1=C(NC2CC(C2)(O)C)C(=CC(=C1)Br)Cl 3-(2-amino-4-bromo-6-chloro-anilino)-(cis)-1-methyl-cyclobutanol